N1CC(C1)C12CC(C1)(C2)CN2C(C=C(C=C2)C(F)(F)F)=O 1-[[3-(azetidin-3-yl)-1-bicyclo[1.1.1]pentanyl]methyl]-4-(trifluoromethyl)pyridin-2-one